tert-Butyl N-(2-amino-4-fluoro-5-methoxy-phenyl)carbamate NC1=C(C=C(C(=C1)F)OC)NC(OC(C)(C)C)=O